FC=1C=C2CC3=C(N=C(NC3)C=3C=C4C=CC=NC4=CC3)OC2=C(C1)F 7,9-difluoro-2-(quinolin-6-yl)-3,5-dihydro-4H-chromeno[2,3-d]Pyrimidine